3-(((R)-7-((2S,4R)-2-(2,5-Difluorophenyl)-4-(ethylamino)piperidine-1-carbonyl)-7-azaspiro[4.5]decan-10-yl)methyl)-6-phenylpyrimidin-4(3H)-one FC1=C(C=C(C=C1)F)[C@H]1N(CC[C@H](C1)NCC)C(=O)N1CC2(CCCC2)[C@@H](CC1)CN1C=NC(=CC1=O)C1=CC=CC=C1